CC(C#C)(CC)O 3-methylpent-1-yn-3-ol